C(=O)=C1C=2N(C(=NN1CC(=O)O)C1=CC=CC=C1)C1=C(C2)SC=C1 2-(8-carbonyl-5-phenylthieno[2',3':4,5]pyrrolo[1,2-d][1,2,4]triazin-7(8H)-yl)acetic acid